Cl.ClC=1C=C(C=CC1)C1=CN=C2N1CCNC2C 3-(3-chlorophenyl)-8-methyl-5,6,7,8-tetrahydroimidazo[1,2-a]pyrazine hydrochloride